C(C)(C)C1=C(O[C@H]2C[C@H](CC2)C2=CC(=NN2)NC(CC2=CC(=NO2)C)=O)C=CC=C1 N-(5-((1S,3R)-3-(2-isopropylphenoxy)cyclopentyl)-1H-pyrazol-3-yl)-2-(3-methylisoxazol-5-yl)acetamide